2-(4-chloro-3-fluorophenoxy)-N-[(3S,6R)-6-{5-[(1r,3r)-3-cyclopropoxy-cyclobutyl]-1,3,4-oxadiazol-2-yl}piperidin-3-yl]acetamide ClC1=C(C=C(OCC(=O)N[C@@H]2CN[C@H](CC2)C=2OC(=NN2)C2CC(C2)OC2CC2)C=C1)F